C(N)(=O)C1=C(N(N=C1C1=C(C=C(C=C1)CC(=O)NC1=CC(=NO1)CC(C)(C)C)F)C(C)C)NC(OC(C)(C)C)=O tert-Butyl N-[4-carbamoyl-5-[4-[2-[[3-(2,2-dimethylpropyl)isoxazol-5-yl]amino]-2-oxo-ethyl]-2-fluoro-phenyl]-2-isopropyl-pyrazol-3-yl]carbamate